ClC1=CC(=C(C=C1)C1(OC2=C(O1)C=CC=C2N2C[C@@H](N(CC2)CC=2N(C(=CN2)/C=C/C(=O)O)C[C@H]2OCC2)C)C)F (E)-3-(2-(((2S)-4-(2-(4-chloro-2-fluorophenyl)-2-methylbenzo[d][1,3]dioxol-4-yl)-2-methylpiperazin-1-yl)methyl)-1-(((S)-oxetan-2-yl)methyl)-1H-imidazol-5-yl)acrylic acid